3-(2-chloro-4-fluorophenoxy)-N-(3-(S-methylsulfonimidoyl)phenyl)-6-(difluoromethoxy)pyridazine-4-carboxamide ClC1=C(OC=2N=NC(=CC2C(=O)NC2=CC(=CC=C2)S(=O)(=N)C)OC(F)F)C=CC(=C1)F